N'-(4-(2,3-dichlorophenoxy)phenyl)-3-(difluoromethyl)-1-methyl-1H-pyrazole-4-carbohydrazide ClC1=C(OC2=CC=C(C=C2)NNC(=O)C=2C(=NN(C2)C)C(F)F)C=CC=C1Cl